1,3,4-thiadiazole-2-imine S1C(NN=C1)=N